C(C=C)C=1C=C(C(O)=C(C1)CC(C)C)O 4-allyl-6-isobutylpyrocatechol